N-((2-fluoro-5-methoxybenzyl)oxy)-6-(4-((1-methylazetidin-3-yl)oxy)phenyl)pyrazine-2-carboxamide FC1=C(CONC(=O)C2=NC(=CN=C2)C2=CC=C(C=C2)OC2CN(C2)C)C=C(C=C1)OC